C1OC=2C=C(C=CC2O1)CC(CC)NC 3,4-methylenedioxy-N-methyl-α-ethylphenylethylamine